C(C1=CC=CC=C1)OC[C@]1(C[C@@H](CC1)N[C@@H]1[C@@H](COCC1)OC)C(=O)N1CC=2C=C(C=NC2CC1)C(F)(F)F ((1S,3R)-1-((Benzyloxy)methyl)-3-(((3S,4S)-3-methoxytetrahydro-2H-pyran-4-yl)amino)cyclopentyl)(3-(trifluoromethyl)-7,8-dihydro-1,6-naphthyridin-6(5H)-yl)methanone